C(C)(C)(C)N(C(O)=O)C1=NN(C=C1C=O)C.C1CCC2=CC(=CC=C12)NC1=NC(=NC2=CC=C(C=C12)NC(C1=CC=C(C=C1)C)=O)C1=CC2=CC=CC=C2C=C1 N-(4-((2,3-Dihydro-1H-inden-5-yl)amino)-2-(naphthalen-2-yl)quinazolin-6-yl)-4-methylbenzamide tert-butyl-(4-formyl-1-methyl-1H-pyrazol-3-yl)carbamate